5-morpholin-4-yl-3,4'-bipyridin-2'-yl N1(CCOCC1)C=1C=C(C=NC1)C1=CC(=NC=C1)*